COC(=O)C1(CCC2(C(CC3=CC=CC=C23)CCCOC2=C3C(=NC=C2)CCC3)CC1)NC1=CC(=CC=C1)Cl (1r,4r)-4-(3-Chloroanilino)-2'-{3-[(6,7-dihydro-5H-cyclopenta[b]pyridin-4-yl)oxy]propyl}-2',3'-dihydrospiro[cyclohexane-1,1'-indene]-4-carboxylic acid methyl ester